tert-butyl 4-(3-(6-methyl-4,8-dioxo-1,3,6,2-dioxazaborocan-2-yl)prop-1-yn-1-yl)piperidine-1-carboxylate CN1CC(OB(OC(C1)=O)CC#CC1CCN(CC1)C(=O)OC(C)(C)C)=O